[I-].C[NH2+]C N-methylmethanaminium iodide